4-Methyl-2,4-pentadien-1-ol CC(C=CCO)=C